[NH3+]C(CCC[NH3+])C(=O)NC(CCC[NH3+])C(NCCSSCCNC(CN(C)C)=O)=O [4-azaniumyl-5-[[4-azaniumyl-1-[2-[2-[[2-(dimethylamino)acetyl]amino]ethyldisulfanyl]ethylcarbamoyl]butyl]amino]-5-oxo-pentyl]ammonium